C(CCCC)OC(C1=C(C=CC=C1)N(C)C)=O N,N-dimethylaminobenzoic acid pentyl ester